4'-amino-5-bromo-3-fluoro-[1,1'-biphenyl]-2-carbonitrile NC1=CC=C(C=C1)C=1C(=C(C=C(C1)Br)F)C#N